ClC1=C(C=C(OCC(=O)NC23C(CC(CC2)(CC3)NC(COC3=CC(=C(C=C3)Cl)F)=O)C(=O)N)C=C1)F 1,4-bis[2-(4-chloro-3-fluorophenoxy)acetylamino]bicyclo[2.2.2]octane-2-carboxamide